ClC1=CC=C(C=C1)C#CC(C1=CC=CC=C1)NC1=NC=CC=C1 N-(3-(4-chlorophenyl)-1-phenylprop-2-yn-1-yl)pyridin-2-amine